mesitylene C1(=CC(=CC(=C1)C)C)C